tert-butyl ((2R,4R,5R)-2-((S)-1-(4-fluorophenyl)-1,2,3,4-tetrahydroisoquinoline-2-carbonyl)-5-methoxytetrahydro-2H-pyran-4-yl)carbamate FC1=CC=C(C=C1)[C@@H]1N(CCC2=CC=CC=C12)C(=O)[C@@H]1OC[C@@H]([C@@H](C1)NC(OC(C)(C)C)=O)OC